FC(OC1=CC=C(C=N1)CN)F 1-[6-(difluoro-methoxy)-pyridin-3-yl]-methanamine